COC=1C=C2CCN(CC2=CC1OC)C(C=CC1=CC=C(OCC2=CC=C(S2)C(=O)NO)C=C1)=O 5-((4-(3-(6,7-dimethoxy-3,4-dihydroisoquinolin-2(1H)-yl)-3-oxoprop-1-en-1-yl)phenoxy)methyl)-N-hydroxythiophene-2-carboxamide